FC=1C=C(CN2CCCCC2)C=C(C1O)F 1-(3,5-difluoro-4-hydroxybenzyl)piperidin